C(C)(C)(C)OC(NC=1C=NC2=C(C(=CC=C2C1N(C)C)F)C1=C(C(=CC=C1)Cl)Cl)=O (8-(2,3-dichlorophenyl)-4-(dimethylamino)-7-fluoroquinolin-3-yl)carbamic acid tert-butyl ester